C(C)(C)C=1C=C(C=C(C1N1C(=NC2=C1C(=CC=C2)C)C2=C1C3=CC=4OC5=C(C4C=C3C=CC1=CC=C2)C=CC=C5)C(C)C)C5=CC=CC=C5 1-(3,5-diisopropyl-[1,1'-biphenyl]-4-yl)-7-methyl-2-(phenanthro[3,2-b]benzofuran-1-yl)-1H-benzo[d]imidazole